((2-(((S)-4-(dimethylamino)-1-oxo-1-((S)-2-((R)-2-phenylmorpholine-4-carbonyl)pyrrolidin-1-yl)butan-2-yl)carbamoyl)benzo[b]thiophen-5-yl)difluoromethyl)phosphonic acid CN(CC[C@@H](C(N1[C@@H](CCC1)C(=O)N1C[C@H](OCC1)C1=CC=CC=C1)=O)NC(=O)C1=CC2=C(S1)C=CC(=C2)C(F)(F)P(O)(O)=O)C